(2S)-2-({[4-(aminomethyl)pyridin-3-yl]oxy}methyl)morpholine-4-carboxylic acid tert-butyl ester C(C)(C)(C)OC(=O)N1C[C@H](OCC1)COC=1C=NC=CC1CN